4-(5-(4-chlorophenyl)-1-(2,4-dichlorophenyl)-4-methyl-1H-pyrazole-3-carboxamido)-3-fluorobenzoic acid ClC1=CC=C(C=C1)C1=C(C(=NN1C1=C(C=C(C=C1)Cl)Cl)C(=O)NC1=C(C=C(C(=O)O)C=C1)F)C